(N-(3-((6,7-dimethoxy-4-oxo-3,4-dihydrophthalazin-1-yl)methyl)phenyl)sulfamoyl)carbamic acid tert-butyl ester C(C)(C)(C)OC(NS(NC1=CC(=CC=C1)CC1=NNC(C2=CC(=C(C=C12)OC)OC)=O)(=O)=O)=O